FC=1C=NN(C1SC(C)C)S(=O)(=O)N(C)C 4-fluoro-5-(isopropylthio)-N,N-dimethyl-1H-pyrazole-1-sulfonamide